O=C1N(CCC(N1)=O)C1=CC=C(CN2CCC(CC2)N2N=C3C=C(C(=CC3=C2)NC(C2=CC(=CC=C2)C(F)(F)F)=O)OC)C=C1 N-(2-(1-(4-(2,4-dioxotetrahydropyrimidin-1(2H)-yl)benzyl)piperidin-4-yl)-6-methoxy-2H-indazol-5-yl)-3-(trifluoromethyl)benzamide